2-(hexan-2-yl)quinazolin-4(3H)-one CC(CCCC)C1=NC2=CC=CC=C2C(N1)=O